C(C)(=O)O.C(C)(C)(C)OOC(C)(C)C tertiary butyl peroxide acetate